COC=1C=C(C=O)C=CC1C(N)=S 3-methoxy-4-thiocarbamoylbenzaldehyde